(R)-3-(2-((benzyloxy)carbonyl)-6-(3-methyl-1H-pyrrolo[2,3-b]pyridin-5-yl)-1,2,3,4-Tetrahydroisoquinolin-8-yl)morpholine-4-carboxylate C(C1=CC=CC=C1)OC(=O)N1CC2=C(C=C(C=C2CC1)C=1C=C2C(=NC1)NC=C2C)[C@H]2N(CCOC2)C(=O)[O-]